[Ni]Cl.FC1=CC=C(C=C1)S(=O)(=O)N1[C@@H](C[C@H](C1)C1=CC=CC=C1)C1=NC(=NO1)CNC(=O)C1=NC2=CC=CC=C2C=C1 N-((5-((2S,4S)-1-((4-fluorophenyl)sulfonyl)-4-phenylpyrrolidin-2-yl)-1,2,4-oxadiazol-3-yl)methyl)quinoline-2-carboxamide nickel(I) chloride